FC1=C2C=C(N=C(C2=CN=C1C1=CC(=CC2=CC=C(C(=C12)C#C[Si](C(C)C)(C(C)C)C(C)C)F)OCOC)N1CC2CCC(C1)N2C(=O)OC(C)(C)C)C tert-butyl 3-[5-fluoro-6-[7-fluoro-3-(methoxymethoxy)-8-(2-triisopropylsilylethynyl)-1-naphthyl]-3-methyl-2,7-naphthyridin-1-yl]-3,8-diazabicyclo[3.2.1]octane-8-carboxylate